NC1=CC(=C(C=C1)N1CCN(CC1)C(=O)OC(C)(C)C)F tertiary butyl 4-(4-amino-2-fluorophenyl)piperazin-1-carboxylate